2-[3-(6-methyl-2-pyridyl)-1H-pyrazol-4-yl]-7-(1-methyltriazol-4-yl)-1,5-naphthyridine CC1=CC=CC(=N1)C1=NNC=C1C1=NC2=CC(=CN=C2C=C1)C=1N=NN(C1)C